NC=1C(=NC=C(N1)N1CCC(CC1)(C)N)SC=1C(=C(C=CC1)N1CCN(CC1)CC1=CC(=C(C=C1)C1C(NC(CC1)=O)=O)F)Cl 3-(4-((4-(3-((3-amino-5-(4-amino-4-methylpiperidin-1-yl)pyrazin-2-yl)thio)-2-chlorophenyl)piperazin-1-yl)methyl)-2-fluorophenyl)piperidine-2,6-dione